CC=1N=C(C2=C(N(C3=C(C=CC=C23)C)CC(=O)OC(C)(C)C)N1)N methyl-4-amino-9-(2-(tert-butoxy)-2-oxoethyl)-8-methyl-9H-pyrimido[4,5-b]indole